C(C)C1=NN(C(N1C)=O)C1=CC(=C(C(=O)NC2=C(C=C(C=C2)F)C)C=C1F)O[C@H](C(F)(F)F)C 4-(3-ethyl-4-methyl-5-oxo-4,5-dihydro-1H-1,2,4-triazol-1-yl)-5-fluoro-N-(4-fluoro-2-methylphenyl)-2-{[(2S)-1,1,1-trifluoropropan-2-yl]oxy}benzamide